FC(C(=O)O)(F)F.ClC1=C(C=CC(=C1NC=1C(=C2C(N(C=NC2=CC1)C)=O)Cl)F)NS(=O)(=O)N1CC(C1)COC N-(2-chloro-3-((5-chloro-3-methyl-4-oxo-3,4-dihydroquinazolin-6-yl)amino)-4-fluorophenyl)-3-(methoxymethyl)azetidin-1-Sulfonamide trifluoroacetate